C1=CC=CC=2C3=CC=CC=C3C(C12)COC(=O)NCCC[C@H](C(=O)O)NC(CCNC(=O)OC(C)(C)C)=O (R)-5-((((9H-fluoren-9-yl)methoxy)carbonyl)amino)-2-(3-((tert-butoxycarbonyl)amino)propanamido)pentanoic acid